Ethyl (1R,5S)-3-(2-(((2R,7aS)-2-fluorotetrahydro-1H-pyrrolizin-7a(5H)-yl)methoxy)-3-nitro-1,7-naphthyridin-4-yl)-8-(4-methoxybenzyl)-3,8-diazabicyclo[3.2.1]octane-2-carboxylate F[C@@H]1C[C@@]2(CCCN2C1)COC1=NC2=CN=CC=C2C(=C1[N+](=O)[O-])N1C([C@H]2CC[C@@H](C1)N2CC2=CC=C(C=C2)OC)C(=O)OCC